[Cl-].NC(=O)C1=CC(=CC2=CN(N=C12)C1=CC=C(C=C1)C1[NH2+]CCCC1)F 2-{4-[7-(aminocarbonyl)-5-fluoro-2H-indazol-2-yl]phenyl}piperidinium chloride